COC=1C=C(C=CC1OC)C=1NC2=CC=C(C=C2C1C1CCOCC1)C1CCNCC1 2-(3,4-Dimethoxyphenyl)-5-(piperidin-4-yl)-3-(tetrahydro-2H-pyran-4-yl)-1H-indole